NC=1C=C(C=C(C1)F)[C@@H]1[C@@H](CC1)C#N cis-2-(3-amino-5-fluorophenyl)cyclobutane-1-carbonitrile